[Cu].FC=1C=C(C=CC1OC)C1=CN=C2N1C=CN=C2NC2=CC(=C(C(=O)N(CC1COCC1)C)C=C2)C 4-((3-(3-fluoro-4-methoxyphenyl)imidazo[1,2-a]pyrazin-8-yl)amino)-N,2-dimethyl-N-((tetrahydrofuran-3-yl)methyl)benzamide copper